The molecule is dianion of O-phospho-L-homoserine having anionic phosphate and carboxy groups and a protonated amino group. It has a role as a human metabolite and a Saccharomyces cerevisiae metabolite. It is a conjugate base of an O-phospho-L-homoserine. C(COP(=O)([O-])[O-])[C@@H](C(=O)[O-])[NH3+]